BrC1=CC2=C(S1)C1=CC=CC=C1C=1C=CC=CC12 2-bromophenanthro[9,10-b]thiophene